C1=CC=CC=2C3=CC=CC=C3C(C12)COC(=O)NCC1CCC(CC1)C(=O)NCCCCC(C(=O)OC(C)(C)C)NC(=O)N[C@@H](CCC(=O)OC(C)(C)C)C(=O)OC(C)(C)C di-tert-butyl ((6-(4-(((((9H-fluoren-9-yl)methoxy)carbonyl)amino)methyl)cyclohexane-1-carboxamido)-1-(tert-butoxy)-1-oxohexan-2-yl)carbamoyl)glutamate